4'-((6-cyano-1-methyl-2-oxo-1,2-dihydro-1,5-naphthyridin-4-yl)(cyclopropylmethyl)amino)-N,N-dimethyl-[1,1'-biphenyl]-3-carboxamide C(#N)C=1N=C2C(=CC(N(C2=CC1)C)=O)N(C1=CC=C(C=C1)C1=CC(=CC=C1)C(=O)N(C)C)CC1CC1